acetylphenol CC(=O)OC1=CC=CC=C1